8-fluoro-1H-[1,6]naphthyridin-4-one FC=1C=NC=C2C(C=CNC12)=O